Glyceryl-Caprylate C(C(O)CO)OC(CCCCCCC)=O